ClC1=C(C(=CC=C1)F)C(CC#N)=O 3-(2-chloro-6-fluoro-phenyl)-3-oxo-propionitrile